C(CCC)N1C(C=C(C=C1)C=1N=C(NC(C1)=O)C=1C=C(CNC(C(C)C)=O)C=CC1Cl)=O N-{3-[4-(1-butyl-2-oxo-1,2-dihydropyridin-4-yl)-6-oxo-1,6-dihydropyrimidin-2-yl]-4-chlorobenzyl}isobutyramide